Cl.ClC1=CC=C(CC2CNC2)C=C1 3-(4-chlorobenzyl)azetidine hydrochloride